CN1CCC(CC1)OC1=CC=C(N)C=C1 4-((1-methylpiperidin-4-yl)oxy)aniline